ClC=1C(=CC2=C(N(C(=N2)C)C)C1)C#C 6-chloro-5-ethynyl-1,2-dimethyl-1,3-benzodiazole